The molecule is a member of the class of phenothiazines that is 10H-phenothiazine having a trifluoromethyl subsitituent at the 2-position and a 3-[4-(2-hydroxyethyl)piperazin-1-yl]propyl group at the N-10 position. It has a role as a phenothiazine antipsychotic drug, a dopaminergic antagonist and an anticoronaviral agent. It is an organofluorine compound, a member of phenothiazines and a N-alkylpiperazine. It derives from a hydride of a 10H-phenothiazine. C1CN(CCN1CCCN2C3=CC=CC=C3SC4=C2C=C(C=C4)C(F)(F)F)CCO